C(CCCCCCCCCCCCCCCCCCCCCCCCCCCCCC)(=O)O henatriacontylic acid